ClC1(C(CC12CC(N(CC2)C(=O)OCC2=CC=CC=C2)C2=CC=C(C=C2)C(=O)OC)=O)Cl benzyl 1,1-dichloro-6-(4-(methoxycarbonyl) phenyl)-2-oxo-7-azaspiro[3.5]nonane-7-carboxylate